tri-phenyl phosphite P(OC1=CC=CC=C1)(OC1=CC=CC=C1)OC1=CC=CC=C1